Cl.O1C[C@H](CC1)NC1=CC=NC=2CCNCC12 (S)-N-(tetrahydrofuran-3-yl)-5,6,7,8-tetrahydro-1,6-naphthyridine-4-amine hydrochloride